C1=CC(C(CC1)C(=O)O)C(=O)O cyclohexene-3,4-dicarboxylic acid